fluorogermanium F[Ge]